[N+](=[N-])=NC(OCC1=CC=CC=C1)=O benzyl N-diazocarbamate